ClC1=C(C=CC(=C1)Cl)[C@@H](C)N1N=NC2=C1C=C(C=C2C)N2C=CC=CC=C2 1-(1-((R)-1-(2,4-dichlorophenyl)ethyl)-4-methyl-1H-benzo[d][1,2,3]triazol-6-yl)azepine